C(C)(C)(C)OC(=O)N1[C@H]2CC(C[C@@H]1CC2)N2N=C(C=C2CC(C)C)NC2=C(C(=O)[O-])C=C(C=N2)C=2SC=CC2 2-((1-((1R,3s,5S)-8-(tert-butyloxycarbonyl)-8-azabicyclo[3.2.1]octan-3-yl)-5-isobutyl-1H-pyrazol-3-yl)amino)-5-(thiophen-2-yl)nicotinate